N1C(=NC2=C1C=CC=C2)C2=C(C=CC(=C2)F)C=2C(=CC(=CC2)C(N[C@H](CCC)C2=CC=CC=C2)=O)C(=O)O 2'-(1H-1,3-benzodiazol-2-yl)-4'-fluoro-4-{[(1R)-1-phenylbutyl]carbamoyl}-[1,1'-biphenyl]-2-carboxylic acid